OC1[C@H](O)[C@@H](O)[C@H](O[C@H]2[C@H](O)[C@@H](O)[C@@H](O)[C@H](O2)CO)[C@H](O1)CO |r| dl-lactose